FC1=CC(=C(C=C1)C=CC(C)=O)O 4-(4-fluoro-2-hydroxyphenyl)but-3-en-2-one